CC(C(=O)OC=1C(=NN(C(C1C1=C(C(=CC=C1F)Cl)CCC1=CC(=C(C=C1)C(N(C)CC)=O)F)=O)C)C)C [5-[3-Chloro-2-[2-[4-[ethyl(methyl)carbamoyl]-3-fluoro-phenyl]ethyl]-6-fluoro-phenyl]-1,3-dimethyl-6-oxo-pyridazin-4-yl] 2-methylpropanoate